COC1=C(CO)C=CC(=C1)NC(CCBr)=O 2-methoxy-4-(3-bromopropionamido)benzyl alcohol